dipropoxyzirconium C(CC)O[Zr]OCCC